C(C=CC=CC=CCCCC)(=O)O undecatrienoic acid